COC=1C=C2CCC3=C(N=C(S3)NC(C(C)C3=CC=C(OC4=NC=CC=C4C(=O)N)C=C3)=O)C2=CC1 2-(4-(1-((7-methoxy-4,5-dihydronaphtho[1,2-d]thiazol-2-yl)amino)-1-oxopropan-2-yl)phenoxy)pyridine-3-carboxamide